(3-Amino-4-methylpyridin-2-yl)(7-fluoro-1-tosyl-1H-indazol-4-yl)methanone NC=1C(=NC=CC1C)C(=O)C1=C2C=NN(C2=C(C=C1)F)S(=O)(=O)C1=CC=C(C)C=C1